NC=1C=CC(=C(C1)NC(=O)C1=CC=C(C(=O)OCC)C=C1)C ethyl 4-[(5-amino-2-methyl-phenyl)carbamoyl]benzoate